BrC1=CC=C2C(=CNC2=C1)S(=O)(=O)C=1C=CC(=C(C1)[N+]1(CCN(CC1)C(C(Cl)(Cl)Cl)=O)[O-])OC 1-(5-((6-bromo-1H-indol-3-yl)sulfonyl)-2-methoxyphenyl)-4-(2,2,2-trichloroacetyl)piperazine 1-oxide